3-(2-(dimethylamino)ethoxy)benzonitrile CN(CCOC=1C=C(C#N)C=CC1)C